NC=1C=C(C=CC1C)C1=NOC(=N1)[C@H]1N(CC2(CC2)C1)C(=O)OC(C)(C)C tert-butyl (6S)-6-[3-(3-amino-4-methyl-phenyl)-1,2,4-oxadiazol-5-yl]-5-azaspiro[2.4]heptane-5-carboxylate